BrC1=NN(C=C1CC=1N=C2N(C=C(C=C2)NC(=O)C2CC2)C1)C N-(2-((3-bromo-1-methyl-1H-pyrazol-4-yl)methyl)imidazo[1,2-a]pyridin-6-yl)cyclopropanecarboxamide